(3S)-N-tert-butyl-1-{6-[5-fluoro-2-methoxy-4-(2-methyl-1,3-thiazol-5-yl)phenyl]pyridazin-3-yl}pyrrolidin-3-amine C(C)(C)(C)N[C@@H]1CN(CC1)C=1N=NC(=CC1)C1=C(C=C(C(=C1)F)C1=CN=C(S1)C)OC